2'-(5,5-Dimethyl-2,5-dihydro-1H-pyrrol-3-yl)-2H,6'H,8'H-spiro[benzofuran-3,9'-pyrido[3',2':4,5]imidazo[2,1-c][1,4]oxazine] CC1(C=C(CN1)C=1C=CC=2N=C3COCC4(N3C2N1)COC1=C4C=CC=C1)C